propane-1,1,3,3-tetracarboxylic acid tetramethyl ester COC(=O)C(CC(C(=O)OC)C(=O)OC)C(=O)OC